N-nitrosodi-n-propylamine CCCN(CCC)N=O